2-[2-[[2-(dimethylamino)ethyl]methylamino]ethyl]-4-(trifluoromethyl)-N-[1-[3-(trifluoromethyl)phenyl]ethyl]-5-thiazolecarboxamide CN(CCN(CCC=1SC(=C(N1)C(F)(F)F)C(=O)NC(C)C1=CC(=CC=C1)C(F)(F)F)C)C